C(C)OC(=O)C=1C(C=C2N(C3C(N4N=C5C(=CC=CC5=C42)OCCOC)CCC3(C)C)C1)=O 12-(2-methoxyethoxy)-3,3-dimethyl-7-oxo-2,3,3a,14a-tetrahydro-1H,7H-cyclopenta[5,6]pyrido[2',1':3,4]pyrazino[1,2-b]indazole-6-carboxylic acid ethyl ester